nonyl 8-((6-((6,6-bis(((E)-oct-2-en-1-yl)oxy)hexanoyl)oxy)hexyl)(2-hydroxyethyl)amino)octanoate C(\C=C\CCCCC)OC(CCCCC(=O)OCCCCCCN(CCCCCCCC(=O)OCCCCCCCCC)CCO)OC\C=C\CCCCC